FC(CN1C(=NC=2C1=NC(=CC2)C=2C=CN1N=C(N=CC12)NCCC(F)(F)F)C)F 5-(3-(2,2-difluoroethyl)-2-methyl-3H-imidazo[4,5-b]pyridin-5-yl)-N-(3,3,3-trifluoropropyl)pyrrolo[2,1-f][1,2,4]triazin-2-amine